BrC=1C=CC2=C(C(=NO2)C)C1 5-Bromo-3-methylbenzo[d]isoxazole